4-(2-(2-hydroxylethylamino)ethyl(amino)phenyl)-6-methylpyrimidin OCCNCCC=1C(=C(C=CC1)C1=NC=NC(=C1)C)N